C(C)OC(CC(C)(O)C1(CC1)F)=O.BrC=1C=C(C(=NC1)N1CC(C1)CNC(C1=C(C=CC=C1)C(F)(F)F)=O)Cl N-((1-(5-bromo-3-chloropyridin-2-yl)azetidin-3-yl)methyl)-2-(trifluoromethyl)benzamide ethyl-3-(1-fluorocyclopropyl)-3-hydroxy-butyrate